5-((3-Fluorobenzyl)oxy)-1-methylindole-2,3-dione FC=1C=C(COC=2C=C3C(C(N(C3=CC2)C)=O)=O)C=CC1